4-(diethoxymethylphenyl)dihydrofuran-2(3H)-one C(C)OC(OCC)C1=C(C=CC=C1)C1CC(OC1)=O